6-(4-((Diphenylmethylene)amino)-3-fluorophenyl)-8-isopropyl-2-(methylthio)pteridin-7(8H)-one C1(=CC=CC=C1)C(C1=CC=CC=C1)=NC1=C(C=C(C=C1)C1=NC=2C=NC(=NC2N(C1=O)C(C)C)SC)F